C(C)(C)(C)C=1C=C(C=CC1)[C@H]1CC2(CN(C2)C(=O)C2CC(C2)(O)CC)CC1 |r| (rac)-(6-(3-(tert-butyl)phenyl)-2-azaspiro[3.4]oct-2-yl)((1r,3s)-3-ethyl-3-hydroxycyclobutyl)methanone